tert-butyl (2-acetamido-5-cyclopropylpyridin-4-yl)carbamate C(C)(=O)NC1=NC=C(C(=C1)NC(OC(C)(C)C)=O)C1CC1